OCCN1C(CN(CC1)C(=O)OC(C)(C)C)=O tert-butyl 4-(2-hydroxyethyl)-3-oxo-piperazine-1-carboxylate